N-(3-Aminocarbamimidoylphenyl)-2-(3-fluoro-4-methoxyphenoxy)-4-(trifluoromethyl)benzamide NNC(=N)C=1C=C(C=CC1)NC(C1=C(C=C(C=C1)C(F)(F)F)OC1=CC(=C(C=C1)OC)F)=O